S(=O)(=O)(O)OS(=O)(=O)[O-].[NH4+].[NH4+].[NH4+].S(=O)(=O)(O)OS(=O)(=O)[O-].S(=O)(=O)(O)OS(=O)(=O)[O-] triammonium hydrogen disulfate